9,9',9'',9'''-(4-(2,6-dimethylpyridin-4-yl)-6-(4,6-diphenyl-1,3,5-triazin-2-yl)benzene-1,2,3,5-tetrayl)tetrakis(3-(tert-butyl)-9H-carbazole) CC1=NC(=CC(=C1)C1=C(C(=C(C(=C1N1C2=CC=CC=C2C=2C=C(C=CC12)C(C)(C)C)C1=NC(=NC(=N1)C1=CC=CC=C1)C1=CC=CC=C1)N1C2=CC=CC=C2C=2C=C(C=CC12)C(C)(C)C)N1C2=CC=CC=C2C=2C=C(C=CC12)C(C)(C)C)N1C2=CC=CC=C2C=2C=C(C=CC12)C(C)(C)C)C